(3-((2,5-dioxopyrrol-1-yl)oxy)-3-oxopropyl)(2-(2-pyridyldithio)ethyl)phosphinic acid O=C1N(C(C=C1)=O)OC(CCP(O)(=O)CCSSC1=NC=CC=C1)=O